N-methyl-N'-tetrahydrofuranformylpropylenediamine CNCC(C)NC(=O)C1OCCC1